[K+].S(=O)(=O)([O-])[O-].O1C(=CC(=O)C=2C(O)=CC(O)=CC12)C1=CC=C(O)C=C1.[K+] apigenin sulfate potassium salt